Urea-13C-15N2 [13C](=O)([15NH2])[15NH2]